4-[5-amino-1-(1-methylpyrazol-3-yl)-3-(trifluoromethyl)pyrazol-4-yl]cyclohex-3-en-1-ol NC1=C(C(=NN1C1=NN(C=C1)C)C(F)(F)F)C1=CCC(CC1)O